1-(2-phenylethyl)prop-2-en-1-yl 6-(nitrooxy)hexanoate [N+](=O)([O-])OCCCCCC(=O)OC(C=C)CCC1=CC=CC=C1